C1(=CC=CC=C1)C1=C(C(=NN1)N)N1CCCCC1 5-phenyl-4-(1-piperidinyl)-1H-pyrazol-3-amine